1-(5-chloro-2-thienyl)cyclopropanecarboxylic acid ClC1=CC=C(S1)C1(CC1)C(=O)O